FC1(CCC2=C1N=C(N=C2N2CCN(CC2)C(=O)OC(C)(C)C)N2[C@H](CC2)C)F tert-butyl (S)-4-(7,7-difluoro-2-(2-methylazetidin-1-yl)-6,7-dihydro-5H-cyclopenta[d]pyrimidin-4-yl)piperazin-1-carboxylate